C1(=CC=CC=C1)N1C2=CC=CC=C2C=2C=C(C=CC12)N(C1=CC=CC=C1)C1=CC=2C3(C4=CC=CC=C4C2C=C1)C1=CC=CC=C1C1=CC=CC=C13 2-[N-(9-phenylcarbazol-3-yl)-N-phenylamino]spiro-9,9'-bifluorene